2-hexyl-3-phenyl-2-propenal C(CCCCC)C(C=O)=CC1=CC=CC=C1